(R)-(Z)-3-((3-butyl-7-(dimethylamino)-3-ethyl-1,1-dioxido-5-phenyl-2,3,4,5-tetrahydro-1,5-benzothiazepin-8-yl) oxy)-2-fluoroacrylate C(CCC)[C@]1(CS(C2=C(N(C1)C1=CC=CC=C1)C=C(C(=C2)O\C=C(\C(=O)[O-])/F)N(C)C)(=O)=O)CC